1-(3-(4-(cyclopropanecarbonyl)-3,3-dimethylpiperazine-1-carbonyl)-6-fluoroquinolin-4-yl)-4-methylpiperidine-4-carbonitrile C1(CC1)C(=O)N1C(CN(CC1)C(=O)C=1C=NC2=CC=C(C=C2C1N1CCC(CC1)(C#N)C)F)(C)C